2-[5-(4-bromobutyl)-2-chloro-pyrimidin-4-yl]sulfanyl-5-fluoro-phenol BrCCCCC=1C(=NC(=NC1)Cl)SC1=C(C=C(C=C1)F)O